Prenyl salicylate (3-methylbut-2-en-1-yl 2-hydroxybenzoate) CC(=CCC=1C(=C(C(=O)O)C=CC1)O)C.C(C=1C(O)=CC=CC1)(=O)OCC=C(C)C